3-bromo-4-chloro-2-methoxyaniline BrC=1C(=C(N)C=CC1Cl)OC